O1C=C(C=C1)C=1N=C(C2=C(N1)SC(=C2)C)NCCCC2=CC=C(C=C2)C=2SC=CC2 2-(furan-3-yl)-6-methyl-N-(3-[4-(thiophen-2-yl)phenyl]propyl)thieno[2,3-d]pyrimidin-4-amine